5-(2,6-dicyano-3-hydroxy-4-methoxybenzyl)-2-hydroxybenzoic acid C(#N)C1=C(CC=2C=CC(=C(C(=O)O)C2)O)C(=CC(=C1O)OC)C#N